FC=1C(=NC(=NC1)NC1CCN(CC1)C(C)=O)C1=CC(=CC=C1)N1C[C@@H](CCC1)O (R)-1-(4-((5-fluoro-4-(3-(3-hydroxypiperidin-1-yl)phenyl)pyrimidin-2-yl)amino)piperidin-1-yl)ethan-1-one